1-(tert-butyloxycarbonyl)-5,5-difluoropiperidine-3-carboxylic acid C(C)(C)(C)OC(=O)N1CC(CC(C1)(F)F)C(=O)O